tert-Butyl N-[(2R)-1-[(2S)-2-{[(3-chloro-1H-indol-5-yl)methyl]carbamoyl}azetidin-1-yl]-1-oxo-6-(piperidin-1-yl)hexan-2-yl]carbamate ClC1=CNC2=CC=C(C=C12)CNC(=O)[C@H]1N(CC1)C([C@@H](CCCCN1CCCCC1)NC(OC(C)(C)C)=O)=O